C12CN(CC(CC1)N2)C=2OC1=C(N2)C(=CC=C1C=1SC=CN1)C(C(F)F)(C)O 2-(2-(3,8-diazabicyclo[3.2.1]octan-3-yl)-7-(thiazol-2-yl)benzo[d]oxazol-4-yl)-1,1-difluoropropan-2-ol